N(=C=S)CC=1SC(=CC1)CN=C=S 2,5-bis(isothiocyanatomethyl)thiophene